4-methyl-2-(4-methyl-2-oxopyridin-1(2H)-yl)pentanoic acid CC(CC(C(=O)O)N1C(C=C(C=C1)C)=O)C